4-(2-(4-Fluoropiperidin-1-yl)acetamido)phenethylcarbamic acid tert-butyl ester C(C)(C)(C)OC(NCCC1=CC=C(C=C1)NC(CN1CCC(CC1)F)=O)=O